Ethyl N-(3-chlorophenyl)-N-methylalaninate ClC=1C=C(C=CC1)N([C@@H](C)C(=O)OCC)C